N-(5-bromo-1H-pyrrolo[3,2-b]pyridin-3-yl)-1-methyl-5-(trifluoromethyl)-1H-benzo[d]imidazol-2-amine BrC1=CC=C2C(=N1)C(=CN2)NC2=NC1=C(N2C)C=CC(=C1)C(F)(F)F